(R)-N-((S)-1'-(4-amino-5-bromo-6-methylpyrimidin-2-yl)-1,3-dihydrospiro[indene-2,4'-piperidin]-1-yl)-2-methylpropan-2-sulfinamide NC1=NC(=NC(=C1Br)C)N1CCC2(CC1)[C@@H](C1=CC=CC=C1C2)N[S@](=O)C(C)(C)C